C(C)(C)(C)OC(=O)N1CCN(CC1)C1=C(C(=CC=C1)Br)C=O 4-(3-bromo-2-formylphenyl)piperazine-1-carboxylic acid tert-butyl ester